NC[C@H](CC(=O)O)CC(C)(C)OC1=CC=CC=C1 (3s,5s)-3-aminomethyl-5-phenoxy-5-methyl-hexanoic acid